FCCCN1CC(C1)CC1=CC=C(C=C1)C1=C(CCCC=2C=3C=CNC3C=CC21)CCCO 3-(6-(4-((1-(3-fluoropropyl)azetidin-3-yl)methyl)phenyl)-3,8,9,10-tetrahydrocyclohepta[e]indol-7-yl)propan-1-ol